tert-butyl((2R,3S)-2-(2,5-difluorophenyl)-3,4-dihydro-2H-pyran-3-yl)carbamate C(C)(C)(C)OC(N[C@@H]1[C@H](OC=CC1)C1=C(C=CC(=C1)F)F)=O